6-(4-chlorophenyl)-2-(3-fluorophenyl)-N-[(3S,4R)-4-hydroxy-1-imino-1-oxidotetrahydro-1H-1λ6-thiophen-3-yl]-3-oxo-2,3-dihydropyridazine-4-carboxamide ClC1=CC=C(C=C1)C=1C=C(C(N(N1)C1=CC(=CC=C1)F)=O)C(=O)N[C@@H]1CS(C[C@@H]1O)(=O)=N